O=C1C=C(N=CN1C[C@H]1CCN(CC12CCCC2)C(=O)OC(C)(C)C)C2=C(C=CC=C2)C tert-butyl (S)-10-((6-oxo-4-(o-tolyl)pyrimidin-1(6H)-yl)methyl)-7-azaspiro[4.5]decane-7-carboxylate